C(#N)C(=C)C#N 2,2-dicyanoethylene